(S)-N-((R)-1-(3-chloro-5-fluoropyridin-2-yl)ethyl)-4-(5-(5-fluoro-2-methoxypyridin-4-yl)-1H-pyrazole-3-carbonyl)-4-azaspiro[2.5]Octane-7-carboxamide ClC=1C(=NC=C(C1)F)[C@@H](C)NC(=O)[C@H]1CCN(C2(CC2)C1)C(=O)C1=NNC(=C1)C1=CC(=NC=C1F)OC